ClC=1C(=CC2=C(N=C(O2)C)C1)C1=CC2=C(N=C(N=C2)NC2=CC=C(C=C2)N2CCN(CC2)CC)N2C1=NN=C2 6-(5-chloro-2-methylbenzo[d]oxazol-6-yl)-N-(4-(4-ethylpiperazin-1-yl)phenyl)-[1,2,4]triazolo[4',3':1,6]pyrido[2,3-d]pyrimidin-2-amine